2,2-dihydroxymethylpropanoyl chloride OCC(C(=O)Cl)(C)CO